2-(4-methoxyphenyl)-1-(4-(3-phenyl-1,2,4-oxadiazol-5-yl)piperazin-1-yl)ethan-1-one COC1=CC=C(C=C1)CC(=O)N1CCN(CC1)C1=NC(=NO1)C1=CC=CC=C1